2-(2-(methylsulfonyl)pyrimidin-5-yl)oxazol CS(=O)(=O)C1=NC=C(C=N1)C=1OC=CN1